NCC1=NNC(C2=CC=C(C=C12)C1(CC1)C(=O)N(C1CCCC=2C=CC=NC12)CC1=NC=C(C=C1)C1=C(C=CC=C1F)C#N)=O 1-(4-(aminomethyl)-1-oxo-1,2-dihydrophthalazin-6-yl)-N-((5-(2-cyano-6-fluorophenyl)pyridin-2-yl)methyl)-N-(5,6,7,8-tetrahydroquinolin-8-yl)cyclopropane-1-carboxamide